[Cl-].ClCCCCCC[N+]1(CCCC1)C 1-(6-chlorohexyl)-1-methylpyrrolidinium chloride